C(#N)N1C[C@@H](C[C@H]1COC)NC(=O)C=1OC(=CN1)C1=C(C=CC(=C1)C(F)(F)F)OC1CC1 N-((3R,5S)-1-cyano-5-(methoxymethyl)pyrrolidin-3-yl)-5-(2-cyclopropoxy-5-(trifluoromethyl)phenyl)oxazole-2-carboxamide